C(=O)(O)CN1C([C@H](CCC2=C1C=CC=C2)NC(=O)C2(CCCC2)CC(C(=O)O)CCC2=CC=CC1=CC=CC=C21)=O [{1-({[(3S)-1-(carboxymethyl)-2-oxo-2,3,4,5-tetrahydro-1H-1-benzazepin-3-yl]amino}carbonyl)cyclopent-yl}methyl]-4-(1-naphthyl)butanoic acid